17-((acetyl-L-cysteinyl)oxy)-l-1-hydroxy-10,13-dimethyl-3-oxo-6,7,8,9,10,11,12,13,14,15,16,17-dodecahydro-3H-cyclopenta[a]phenanthrene-17-carboxylic acid C(C)(=O)N[C@@H](CS)C(=O)OC1(CCC2C3CCC4=CC(C=C(C4(C3CCC12C)C)O)=O)C(=O)O